3,3-dicyclopropyl-N-[4-(3,5-dimethyl-1H-pyrazol-4-yl)phenyl]-2-[5-(2-methoxy-4-pyridyl)-1H-imidazol-2-yl]propanamide C1(CC1)C(C(C(=O)NC1=CC=C(C=C1)C=1C(=NNC1C)C)C=1NC(=CN1)C1=CC(=NC=C1)OC)C1CC1